COC(C1=C(C(=C(C(=O)OC)C=C1)O)O)=O 2,3-dihydroxyterephthalic acid dimethyl ester